(4-bromo-2,5-dimethyl-pyrazol-3-yl) trifluoromethanesulfonate FC(S(=O)(=O)OC=1N(N=C(C1Br)C)C)(F)F